FC1(C[C@]12CN[C@H](C2)C(=O)O)F |o1:3,6| rel-(3R,6R)-1,1-difluoro-5-azaspiro[2.4]heptane-6-carboxylic acid